CN(C(C=C)=O)CCNC=1C=CC=2N=CN=C(C2N1)NC1=CC(=C(C=C1)OC1=CC2=C(N(C=N2)C)C=C1)C N-Methyl-N-(2-((4-((3-methyl-4-((1-methyl-1H-benzo[d]imidazol-5-yl)oxy)phenyl)amino)pyrido[3,2-d]pyrimidin-6-yl)amino)ethyl)acrylamide